NC=1C=NC(=NC1)O 5-aminoPyrimidinol